FC(N1C=CC2=CC(=CC=C12)NC(CCC)=O)(F)F N-[1-(trifluoromethyl)indol-5-yl]butyramide